FC(C(=O)O)(F)F.N1CC(C1)OC=1C=NC(=NC1)C=1C(=NOC1C1CC1)C1=NN(C2=NC=NC(=C21)N)C21CC(C2)C1 3-[4-[5-(azetidin-3-yloxy)pyrimidin-2-yl]-5-cyclopropyl-isoxazol-3-yl]-1-(1-bicyclo[1.1.1]pentanyl)pyrazolo[3,4-d]pyrimidin-4-amine trifluoroacetate